C(C(C)C)OC([C@@H](CNC(C1=CC(=CC(=C1)F)CC)=O)N)=O.CC(C=O)CCCCCCCCCCC methyl-tridecanal (R)-isobutyl-2-amino-3-(3-ethyl-5-fluorobenzamido)propanoate